N-hydroxy-4-(3-(4-(((2-(4-methoxyphenyl)cyclopropyl)amino)methyl)piperidin-1-yl)propyl)benzamide TFA salt OC(=O)C(F)(F)F.ONC(C1=CC=C(C=C1)CCCN1CCC(CC1)CNC1C(C1)C1=CC=C(C=C1)OC)=O